C(C)(C)(C)C=1C=C(C=C(C1O)SC1=CC(=CC(=C1O)C(C)(C)C)C)C 6,6'-di-t-butyl-2,2'-thiodi-p-cresol